The molecule is a monohydroxyflavanone that is (2S)-flavanone substituted by a hydroxy group at position 7, a methoxy group at position 5 and a methyl group at position 8. It has been isolated from the buds of Cleistocalyx operculatus. It has a role as a plant metabolite. It is a monomethoxyflavanone and a monohydroxyflavanone. It derives from a (2S)-flavanone. CC1=C2C(=C(C=C1O)OC)C(=O)C[C@H](O2)C3=CC=CC=C3